2-(3-((4-(4-(N-((1r,4r)-4-(quinazolin-2-ylamino)cyclohexyl)acetamido)phenyl)-1H-pyrazol-1-yl)methyl)azetidin-1-yl)acetic acid N1=C(N=CC2=CC=CC=C12)NC1CCC(CC1)N(C(C)=O)C1=CC=C(C=C1)C=1C=NN(C1)CC1CN(C1)CC(=O)O